ClC=1C=C(C(=C(C#N)C1)C)OC1=C(N=CN(C1=O)CC1=C(N=C(NC1=O)C)C)C(C(F)(F)F)(F)F 5-chloro-3-((1-((2,4-dimethyl-6-oxo-1,6-dihydropyrimidin-5-yl)methyl)-6-oxo-4-(perfluoroethyl)-1,6-dihydro-pyrimidin-5-yl)oxy)-2-methylbenzonitrile